6-tert-butyl-4-cyclopropoxy-5-(3,4-dichlorophenyl)thieno[2,3-d]pyrimidine C(C)(C)(C)C1=C(C2=C(N=CN=C2OC2CC2)S1)C1=CC(=C(C=C1)Cl)Cl